benzyl [(1r,4r)-4-{4-[3-(trifluoromethoxy)propoxy]-1H-pyrazol-1-yl}cyclohexyl]carbamate FC(OCCCOC=1C=NN(C1)C1CCC(CC1)NC(OCC1=CC=CC=C1)=O)(F)F